3-amino-5-(3-(cyanomethyl)-1-(4-methyl-4H-1,2,4-triazol-3-yl)cyclobutyl)benzonitrile NC=1C=C(C#N)C=C(C1)C1(CC(C1)CC#N)C1=NN=CN1C